C1(=CC=CC=C1)C=C(S(=O)(=O)C1=CC=CC=C1)C=1C=NC=CC1 3-(2-Phenyl-1-(phenyl-sulfonyl)vinyl)pyridine